4-(acetoxyimino)-4-(2-chlorophenyl)but-2-enoic acid ethyl ester C(C)OC(C=CC(C1=C(C=CC=C1)Cl)=NOC(C)=O)=O